[F].[Si].[Si].[Si].[Si] tetrasilicon fluorine